(S)-5-(3-acetamidopyrrolidin-1-yl)-4-bromo-2-nitrobenzoic acid methyl ester COC(C1=C(C=C(C(=C1)N1C[C@H](CC1)NC(C)=O)Br)[N+](=O)[O-])=O